2-amino-3-(2-hydroxy-ethyl)amino-6,7-dihydro-1H,5H-pyrazolo[1,2-a]pyrazol-1-one NC1=C(N2N(CCC2)C1=O)NCCO